NC1=NC(=C(C=C1C=1C=C2CCNC(C2=CC1)=O)C1=CC=C(C=C1)N1C[C@@H](CC1)F)F (R)-6-(2-amino-6-fluoro-5-(4-(3-fluoropyrrolidin-1-yl)phenyl)pyridin-3-yl)-3,4-dihydroisoquinolin-1(2H)-one